N[C@@H](C(=O)NC1=CC=C(C=C1)C1=NN(C=C1)C)C (R)-2-Amino-N-(4-(1-methyl-1H-pyrazol-3-yl)phenyl)propanamide